[Cu-]=S copper(I)-sulfide